Amino-L-arginine NN[C@@H](CCCNC(N)=N)C(=O)O